C1=CC(=CC=C1N)N.OS(=O)(=O)O p-PHENYLENEDIAMINE SULFATE